tert-butyl (7-(3-((3-(4-chlorophenyl)-2-fluoro-3-hydroxypropyl)carbamoyl)-2-fluoro-4-methylphenyl)-[1,2,4]triazolo[1,5-a]pyridin-2-yl)carbamate ClC1=CC=C(C=C1)C(C(CNC(=O)C=1C(=C(C=CC1C)C1=CC=2N(C=C1)N=C(N2)NC(OC(C)(C)C)=O)F)F)O